NC1=CC=C2C(=N1)CCC2NC(=O)[C@H]2N(CCCC2)C(=O)[C@@H]2NC[C@H](C2)CC2=CC=C(C=C2)F (2S)-N-(2-amino-6,7-dihydro-5H-cyclopenta[b]pyridin-5-yl)-1-((2R,4S)-4-(4-fluorobenzyl)pyrrolidine-2-carbonyl)piperidine-2-carboxamide